(S)-3-(4-(2-fluorophenyl)-2-(2,6-diazaspiro[3.4]octan-6-yl)-5,6-dihydro-7H-pyrrolo[2,3-d]pyrimidin-7-yl)-N,5-dimethylhexanamide hydrochloride Cl.FC1=C(C=CC=C1)C=1C2=C(N=C(N1)N1CC3(CNC3)CC1)N(CC2)[C@H](CC(=O)NC)CC(C)C